Di-tert-butyl-4-N-benzoyl-2'-O-(tert-butyldimethylsilyl)-3'-deoxy-3',4'-didehydrocytidine-5'-phosphate P(=O)(O)(O)OC(C1=C[C@H]([C@@H](O1)N1C(=O)N=C(NC(C2=CC=CC=C2)=O)C=C1)O[Si](C)(C)C(C)(C)C)(C(C)(C)C)C(C)(C)C